ClC1=CC(=C(C=C1)C=1NC2=C(N1)C=CC=C2)O 2-(4-chloro-2-hydroxyphenyl)benzimidazole